FC(C1=CC=C(C=C1)S(=O)(=O)N1CC2(C3=NC=CC=C31)CCN(CC2)C(=O)OCC2=CC=CC=C2)F benzyl 1'-[4-(difluoromethyl)benzenesulfonyl]-1',2'-dihydrospiro[piperidine-4,3'-pyrrolo[3,2-b]pyridine]-1-carboxylate